(E)-1-(4'-(tert-butyl)-[1,1'-biphenyl]-4-yl)-3-(quinoxalin-6-yl)prop-2-en-1-one C(C)(C)(C)C1=CC=C(C=C1)C1=CC=C(C=C1)C(\C=C\C=1C=C2N=CC=NC2=CC1)=O